methyl (Z)-3-(2-chloro-6-fluorophenyl)-5-(1-(dimethylamino)-4,4,4-trifluoro-3-oxobut-1-en-2-yl)isoxazole-4-carboxylate ClC1=C(C(=CC=C1)F)C1=NOC(=C1C(=O)OC)/C(=C/N(C)C)/C(C(F)(F)F)=O